4-(4-cyano-2-methoxyphenyl)-5-ethoxy-2,8-dimethyl-1,4-dihydro-1,6-naphthyridine-3-carboxylic acid acetoxymethyl ester C(C)(=O)OCOC(=O)C1=C(NC2=C(C=NC(=C2C1C1=C(C=C(C=C1)C#N)OC)OCC)C)C